tert-butyl 6-[2-(ethylcarbamoyl)phenyl]sulfonyl-3-iodoindazole-1-carboxylate C(C)NC(=O)C1=C(C=CC=C1)S(=O)(=O)C1=CC=C2C(=NN(C2=C1)C(=O)OC(C)(C)C)I